C(CCCCCCCCC\C=C\CCCC)O (E)-11-hexadecen-1-ol